NC1=C(C=C(C=N1)C1=CC=C(C=C1)NC(=O)NCCN1CCCC1)OC(C)C1=C(C(=CC=C1Cl)F)Cl 1-(4-{6-amino-5-[1-(2,6-dichloro-3-fluoro-phenyl)-ethoxy]-pyridin-3-yl}-phenyl)-3-(2-pyrrolidin-1-yl-ethyl)-urea